CONC(=O)C1=CC2=C(C=CCCC2)C=C1 N-methoxy-6,7-dihydro-5H-benzo[7]annulene-3-carboxamide